2-bromo-1-(2-fluorophenyl)ethanone BrCC(=O)C1=C(C=CC=C1)F